Cl.N[C@H](C(=O)N1[C@@H](C[C@H](C1)O)C(=O)NCC1=NC=C(C=N1)C1=C(N=CS1)C)C(C)(C)C (2S,4R)-1-((S)-2-amino-3,3-dimethylbutanoyl)-4-hydroxy-N-((5-(4-methylthiazol-5-yl)pyrimidin-2-yl)methyl)pyrrolidine-2-carboxamide hydrochloride